Methyl 2-((4-((6-((1,4-dioxan-2-yl)methoxy)-4-(benzyloxy)-3-ethylpyridin-2-yl)ethynyl)phenoxy)methyl)oxazole-4-carboxylate O1C(COCC1)COC1=CC(=C(C(=N1)C#CC1=CC=C(OCC=2OC=C(N2)C(=O)OC)C=C1)CC)OCC1=CC=CC=C1